C[Si](C1C=C(C2=CC=CC=C12)CC(CCCC)CC)(C1C=C(C2=CC=CC=C12)C)C 1-(dimethyl-(3-methyl-1H-inden-1-yl)silyl)-3-(2-ethylhexyl)-1H-inden